(R)-2-HYDROXY-2-METHYLHEPT-6-ENE-3-SULFONAMIDE OC(C)([C@@H](CCC=C)S(=O)(=O)N)C